C(CCCCCCCCCCCCCCC)(=O)O[C@@H](CSC[C@H](N)C(=O)N[C@@H](CO)C(=O)N[C@@H](CCCCN)C(=O)N[C@@H](CCCCN)C(=O)N[C@@H](CCCCN)C(=O)N[C@@H](CCCCN)C(=O)O)COC(CCCCCCCCCCCCCCC)=O |&1:18| S-[2,3-bis(palmitoyloxy)-(2RS)-propyl]-[R]-cysteinyl-[S]-seryl-[S]-lysyl-[S]-lysyl-[S]-lysyl-[S]-lysine